N-[3-(p-toluenesulfonyloxy)phenyl]-N'-[3-(p-methoxybenzenesulfonyloxy)phenyl]urea CC1=CC=C(C=C1)S(=O)(=O)OC=1C=C(C=CC1)NC(=O)NC1=CC(=CC=C1)OS(=O)(=O)C1=CC=C(C=C1)OC